CN(C1CCC(CC1)NC=1N=CC2=C(N1)NC(=C2)C2=CC(=C(C=C2)NS(=O)(=O)CC2=CC=C(C=C2)F)F)C N-(4-(2-(((1r,4r)-4-(dimethylamino)cyclohexyl)amino)-7H-pyrrolo[2,3-d]pyrimidin-6-yl)-2-fluorophenyl)-1-(4-fluorophenyl)methanesulfonamide